cis-5-(5-((7-ethyl-6-oxa-5H-1,5-naphthyridin-3-yl)methyl)-2,5-diazabicyclo[4.2.0]octan-2-yl)pyridine-2-carbonitrile C(C)C=1ONC=2C=C(C=NC2C1)CN1CCN([C@@H]2CC[C@H]12)C=1C=CC(=NC1)C#N